COCC1N2C(CC(C1=O)CC2)C 2-(methoxymethyl)-6-methylquinuclidin-3-one